COC1=CC=C(C=C1)N1N=C(C=C1SC)C1=CC=CC=C1 1-(4-methoxyphenyl)-5-methylthio-3-phenyl-1H-pyrazole